6-chloro-4-oxo-7-[(2R)-2-[(pyridin-2-yloxy)methyl]Pyrrolidin-1-yl]-1,4-dihydroquinoline-3-carboxylic acid ethyl ester C(C)OC(=O)C1=CNC2=CC(=C(C=C2C1=O)Cl)N1[C@H](CCC1)COC1=NC=CC=C1